4-(5-methoxybenzo[d]oxazol-2-yl)-N1-methyl-2,7-naphthyridin-1,6-diamine COC=1C=CC2=C(N=C(O2)C2=CN=C(C3=CN=C(C=C23)N)NC)C1